CCCCCCCO The molecule is an alkyl alcohol that is heptane in which a hydrogen of one of the methyl groups is substituted by a hydroxy group. It has been isolated from Capillipedium parviflorum. It has a role as a plant metabolite, a fragrance and a flavouring agent. It is a primary alcohol, an alkyl alcohol and a volatile organic compound. It derives from a hydride of a heptane.